4-methylbenzenesulfonic acid 2-((tert-butoxycarbonyl) amino)-3-phenylpropyl ester C(C)(C)(C)OC(=O)NC(COS(=O)(=O)C1=CC=C(C=C1)C)CC1=CC=CC=C1